NC1=C(C=CC(=C1)OC)[C@H]1CC=2C=CC(=CC2CC1)O |r| (+/-)-6-(2-amino-4-methoxyphenyl)-5,6,7,8-tetrahydronaphthalen-2-ol